ClC1=C2N=CN(C2=NC(=N1)N([Si](C)(C)C)[Si](C)(C)C)[Si](C)(C)C 6-chloro-N,N,9-tris(trimethylsilyl)-9H-purine-2-amine